COC1=C(C(=O)NC2=CC=C(C=C2)N2CCOCC2)C(=CC(=C1)C(C)(CCCCCC)C)OC 2,6-dimethoxy-4-(2-methyloctan-2-yl)-N-(4-morpholinophenyl)benzamide